N1=CC=C(C=C1)C=1C(OC=CC1)=O 3-(pyridin-4-yl)-1H-pyranone